C1(=CC=CC=C1)N(C1=CC=C(/C=C/C=2C=C3C=CC(=CC3=CC2)/C=C/C2=C(C=CC=C2)C2=CC=C(C=C2)NC2=CC=CC=C2)C=C1)C1=CC=CC=C1 4-((E)-2-(6-((E)-4-(diphenylamino)styryl)naphthalen-2-yl)vinylphenyl)-N-phenylbenzenamine